C1(CC1)C1=NNC(=C1)NC1=CC2=C(C(=NO2)NS(=O)(=O)C2=C(C=C(C=C2OC)C2CN(CCO2)C)OC)C=C1OC N-{6-[(3-cyclopropyl-1H-pyrazol-5-yl)amino]-5-methoxy-1,2-benzoxazol-3-yl}-2,6-dimethoxy-4-(4-methylmorpholin-2-yl)benzene-1-sulfonamide